4-(3-bromophenyl)methylene-2,6-di-tert-butyl-2,5-cyclohexadiene-1-one BrC=1C=C(C=CC1)C=C1C=C(C(C(=C1)C(C)(C)C)=O)C(C)(C)C